[Si](C)(C)(C(C)(C)C)N1C=CC=2C1=NC=C(C2)OC2=C(C(=O)[O-])C=CC(=C2)Br (1-tert-butyldimethylsilylpyrrolo[2,3-b]pyridin-5-yl)oxyl-4-bromobenzoate